CC(=C)CCC/C(=C/CO)/C α-geraniol